OC=1C=C(C=CC1O)CCC(=O)O 3,4-dihydroxy-benzenepropionic acid